4-(4-(3-acrylamidoazepan-1-yl)-8-fluoro-2-(((2S,4R)-4-fluoro-1,2-dimethylpyrrolidin-2-yl)methoxy)pyrido[4,3-d]pyrimidin-7-yl)-5-ethynyl-6-fluoronaphthalen-2-yl isopropyl carbonate C(OC1=CC2=CC=C(C(=C2C(=C1)C1=C(C=2N=C(N=C(C2C=N1)N1CC(CCCC1)NC(C=C)=O)OC[C@]1(N(C[C@@H](C1)F)C)C)F)C#C)F)(OC(C)C)=O